tert-butyl 3,3-difluoro-5-(6-methoxypyridin-3-yl)piperidine-1-carboxylate FC1(CN(CC(C1)C=1C=NC(=CC1)OC)C(=O)OC(C)(C)C)F